C(C(C)(C)C)(=O)NNC(C1=CC=CC=C1)=O N'-pivaloyl-benzoyl-hydrazine